N-((3R,4R)-4-(4-(2-hydroxy-5-methoxybenzoyl)benzamido)pyrrolidin-3-yl)isonicotinamide OC1=C(C(=O)C2=CC=C(C(=O)N[C@H]3[C@@H](CNC3)NC(C3=CC=NC=C3)=O)C=C2)C=C(C=C1)OC